NC1=C(N=NC(=C1)C1=C(C=CC(=C1)Cl)F)N(CC(C(=O)OCC)(C)C)C ethyl 3-{[4-amino-6-(5-chloro-2-fluorophenyl)pyridazin-3-yl](methyl)amino}-2,2-dimethylpropanoate